2-(carboxymethyl)-2-hydroxysuccinate C(=O)(O)CC(C(=O)[O-])(CC(=O)[O-])O